CC=1C=C(C=C(C1N)C)C1C2=CC=CC=C2C=2C=CC=CC12 9-(3,5-dimethyl-4-aminophenyl)fluorene